(4S)-N-(3-chloro-2,4-difluorophenyl)-1-(3-(dimethylamino)-2-hydroxypropyl)-N-methyl-3-(6-methyl-4-(trifluoromethyl)pyridin-2-yl)-2-oxoimidazolidine-4-carboxamide ClC=1C(=C(C=CC1F)N(C(=O)[C@H]1N(C(N(C1)CC(CN(C)C)O)=O)C1=NC(=CC(=C1)C(F)(F)F)C)C)F